FC1=CC=C(C=C1)N1N=CC2=CC(=CC=C12)I 1-(4-fluoro-phenyl)-5-iodo-1H-indazole